9-Chlorohexadecafluoro-3-oxanonane-1-sulfonate ClC(C(C(C(C(C(OC(C(S(=O)(=O)[O-])(F)F)(F)F)(F)F)(F)F)(F)F)(F)F)(F)F)(F)F